4-phenoxypiperidine-4-carboxylic acid hydrochloride Cl.O(C1=CC=CC=C1)C1(CCNCC1)C(=O)O